FC=1C(=CC2=C(OC(C(N2)=O)(C)C)C1)C(=O)N 7-fluoro-2,2-dimethyl-3-oxo-3,4-dihydro-2H-benzo[b][1,4]oxazine-6-carboxamide